N-[3-(N,N-diethylamino)propyl]acrylamide C(C)N(CC)CCCNC(C=C)=O